N1C=C(C2=CC=CC=C12)CCN(CCC)CCC N-[2-(1H-indol-3-yl)]ethyl-N-propylpropan-1-amine